Dibutyl 3,3'-thiodipropionate S(CCC(=O)OCCCC)CCC(=O)OCCCC